[Cu+2].ClC=1C(=NC2=C3N=CC=CC3=CC=C2C1)Cl dichloro(1,10-phenanthroline) copper (II)